Cl.C(C)(C)N1N=NC=2C=CC=3C=NC(=NC3C21)NC2=NC=C(C(=C2)C)N2CCNCC2 1-Isopropyl-N-(4-methyl-5-(piperazin-1-yl)pyridin-2-yl)-1H-[1,2,3]triazolo[4,5-h]quinazolin-8-amine hydrochloride